4-(imidazo[1,2-a]pyridin-3-yl)-7-((5-(4-methylpiperazin-1-yl)pyridin-2-yl)amino)isoindolin-1-one N=1C=C(N2C1C=CC=C2)C2=C1CNC(C1=C(C=C2)NC2=NC=C(C=C2)N2CCN(CC2)C)=O